N-(5-(3,5-difluorobenzyl)-1H-indazol-3-yl)-4-(4-methylpiperazin-1-yl)-2-(piperidin-3-ylamino)benzamide FC=1C=C(CC=2C=C3C(=NNC3=CC2)NC(C2=C(C=C(C=C2)N2CCN(CC2)C)NC2CNCCC2)=O)C=C(C1)F